Cl.N[C@@H](CC(=O)OC(C)(C)C)C(=O)OC(C)(C)C di-tert-butyl aspartate hydrochloride